1,3-bis(1-methoxy-1-methylethyl)-benzene COC(C)(C)C1=CC(=CC=C1)C(C)(OC)C